3-(5-(tert-butylamino)-2-(1-(tetrahydro-2H-pyran-2-yl)-1H-pyrazol-5-yl)thieno[3,2-b]pyridin-7-ylamino)-2,2-dimethyl-1-propanol C(C)(C)(C)NC1=CC(=C2C(=N1)C=C(S2)C2=CC=NN2C2OCCCC2)NCC(CO)(C)C